2-methyl-2-(2-methyl-4-(((5-(4-(trifluoromethyl)phenyl)-1,3,4-thiadiazol-2-yl)methyl)thio)phenoxy)propanoic acid CC(C(=O)O)(C)OC1=C(C=C(C=C1)SCC=1SC(=NN1)C1=CC=C(C=C1)C(F)(F)F)C